2-(pyridin-2-yl)-7,8-dihydro-2H-spiro[phthalazine-6,2'-[1,3]dioxolan]-1(5H)-one N1=C(C=CC=C1)N1C(C=2CCC3(OCCO3)CC2C=N1)=O